n-Hexanolat C(CCCCC)[O-]